4-[(4-cyclohexylphenyl)amino]-2-(2-cyclopropylmorpholin-4-yl)-6-(propan-2-yl)-5,6-dihydro-7H-pyrrolo[3,4-d]pyrimidin-7-one C1(CCCCC1)C1=CC=C(C=C1)NC=1C2=C(N=C(N1)N1CC(OCC1)C1CC1)C(N(C2)C(C)C)=O